(R)-N-(1-(3-(difluoromethyl)-2-fluorophenyl)ethyl)-7-(1H-imidazol-1-yl)-6-methoxy-2-methyl-quinazolin-4-amine FC(C=1C(=C(C=CC1)[C@@H](C)NC1=NC(=NC2=CC(=C(C=C12)OC)N1C=NC=C1)C)F)F